(R)-3-(4-((7-((S)-2-ethyl-3-methylbutyl)-7H-pyrrolo[2,3-d]pyrimidin-2-yl)amino)-1H-pyrazol-1-yl)dihydrofuran-2(3H)-one C(C)[C@H](CN1C=CC2=C1N=C(N=C2)NC=2C=NN(C2)[C@H]2C(OCC2)=O)C(C)C